benzyl 3-methyl-4-methylene-6-nitro-1-oxo-3,4-dihydroisoquinoline-2(1H)-carboxylate CC1N(C(C2=CC=C(C=C2C1=C)[N+](=O)[O-])=O)C(=O)OCC1=CC=CC=C1